4-[[(2S)-1,4-dioxan-2-yl]methoxy]-1-methyl-9-(3-methylsulfonylazetidin-1-yl)-6,7-dihydrobenzo[a]quinolizin-2-one O1[C@@H](COCC1)COC=1N2CCC3=C(C2=C(C(C1)=O)C)C=CC(=C3)N3CC(C3)S(=O)(=O)C